chloro-N-methyl-N-(3-(5-methylpyridin-3-yl)phenyl)-[1,2,4]triazolo[4,3-a]quinazolin-5-amine ClC1=NN=C2N1C1=CC=CC=C1C(=N2)N(C2=CC(=CC=C2)C=2C=NC=C(C2)C)C